[Si](C)(C)(C(C)(C)C)OCCCC=1NN=C2C(=NC=3C=C(C=CC3C21)C2=CC=NN2C2OCCCC2)N (3-((tert-Butyldimethylsilyl)oxy)propyl)-7-(1-(tetrahydro-2H-pyran-2-yl)-1H-pyrazol-5-yl)-2H-pyrazolo[3,4-c]quinolin-4-amine